OC1=CC(=C(C2=C1C(C=C(O2)C2=CC=CC=C2)=O)OC)O 5,7-dihydroxy-8-methoxy-2-phenyl-4H-1-benzopyran-4-one